FC1=CC(=C(C=C1)N[C@H](C)C=1C=C(C=C2C(N(C(=NC12)C1CCOCC1)C)=O)C)N1C[C@@H](CCC1)O 8-((R)-1-((4-fluoro-2-((R)-3-hydroxypiperidin-1-yl)phenyl)amino)ethyl)-3,6-dimethyl-2-(tetrahydro-2H-pyran-4-yl)quinazolin-4(3H)-one